ClC1=C(C=CC(=C1)C)N(C=1C=C(C(=O)N2CCN(CC2)CC2=NC3=C(N2C[C@H]2OCC2)C=C(C=C3)C(=O)O)C=CC1)C 2-[(4-{3-[(2-chloro-4-methylphenyl)(methyl)amino]benzoyl}piperazin-1-yl)methyl]-1-{[(2S)-oxetan-2-yl]methyl}-1H-1,3-benzodiazole-6-carboxylic acid